NC(CO)CC 2-aminobutane-1-ol